bromotridecane BrCCCCCCCCCCCCC